N-octadecenyl-2-(3-methoxy-4-ethoxyphenyl)-7-methoxy-3,5-diethoxyquinolin-4-one C(=CCCCCCCCCCCCCCCCC)N1C(=C(C(C2=C(C=C(C=C12)OC)OCC)=O)OCC)C1=CC(=C(C=C1)OCC)OC